OC1CCN(CC1)C=1C=CC(=NC1)NC=1C=CC(=C2CNC(C12)=O)C=1C=NN2C1CCCC2 7-((5-(4-hydroxypiperidin-1-yl)pyridin-2-yl)amino)-4-(4,5,6,7-tetrahydro-pyrazolo[1,5-a]pyridin-3-yl)isoindolin-1-one